Cl.N[C@@H](CCC(N)=O)C(=O)N[C@H](CC1=CN(C2=CC=CC=C12)C)C(=O)O Nα-(L-glutaminyl)-1-methyl-D-tryptophan hydrochloride